sodium 5-cholesten-3beta-ol sulfate S(=O)(=O)([O-])O[C@@H]1CC2=CC[C@H]3[C@@H]4CC[C@H]([C@@H](CCCC(C)C)C)[C@]4(CC[C@@H]3[C@]2(CC1)C)C.[Na+]